FC1(CN(CC1)[C@H]1CCCC=2C3=C(C(NC12)=O)SC(=C3)C=3C=NNC3)F (S)-6-(3,3-difluoropyrrolidin-1-yl)-2-(1H-pyrazol-4-yl)-6,7,8,9-tetrahydrothieno[2,3-c]Quinolin-4(5H)-one